8-[(2s,5r)-4-[1-(2,4-difluorophenyl)ethyl]-5-ethyl-2-methylpiperazin-1-yl]-5-methyl-6-oxo-5,6-dihydro-1,5-naphthyridine-2-carbonitrile FC1=C(C=CC(=C1)F)C(C)N1C[C@@H](N(C[C@H]1CC)C1=CC(N(C=2C=CC(=NC12)C#N)C)=O)C